3-amino-6-[4-[(4-methyl-1-piperazinyl)sulfonyl]phenyl]-N-3-pyridinyl-2-pyrazinecarboxamide NC=1C(=NC(=CN1)C1=CC=C(C=C1)S(=O)(=O)N1CCN(CC1)C)C(=O)NC=1C=NC=CC1